FC1(C2=C(N(C(C(C1)NC(OC(C)(C)C)=O)=O)C)C=CC=C2)F tert-Butyl (5,5-difluoro-1-methyl-2-oxo-2,3,4,5-tetrahydro-1H-benzo[b]azepin-3-yl)carbamate